2-((2-(2-methylpyrrolidin-1-yl)ethyl)thio)-1,4-dihydroquinazoline CC1N(CCC1)CCSC=1NC2=CC=CC=C2CN1